ClC1=CC(=C(C=2OC3(CCC(CC3)CN3CCOCC3)OC21)C)C(=O)O 4-chloro-7-methyl-4'-(morpholin-4-ylmethyl)spiro[1,3-benzodioxole-2,1'-cyclohexane]-6-carboxylic acid